BrCC1=C(C(=O)[O-])C=C(C=C1)[N+](=O)[O-] 2-(bromomethyl)-5-nitrobenzoate